COC(=O)C1=CNC=2N=C(N=CC21)C 2-Methyl-7H-pyrrolo[2,3-d]pyrimidine-5-carboxylic acid methyl ester